tert-Butyl-4-(1-(2-bromo-5-(methoxy-d3)-4-nitrophenyl)piperidin-4-yl)piperazine-1-carboxylic acid C(C)(C)(C)C1N(CCN(C1)C1CCN(CC1)C1=C(C=C(C(=C1)OC([2H])([2H])[2H])[N+](=O)[O-])Br)C(=O)O